N-(3-Cyano-4-cyclopropylbenzyl)-N-(4-(2-((8-cyanobenzo[c][2,6]naphthyridin-5-yl)amino)ethoxy)butyl)-2,2,2-trifluoroacetamide C(#N)C=1C=C(CN(C(C(F)(F)F)=O)CCCCOCCNC2=NC3=C(C4=CN=CC=C24)C=CC(=C3)C#N)C=CC1C1CC1